N-(3-(3-chloro-2-(3-chloro-4-((((5-oxopyrrolidin-2-yl)methyl)amino)methyl)phenyl)pyridin-4-yl)-2-methylphenyl)-5-(((2-hydroxyethyl)amino)methyl)picolinamide ClC=1C(=NC=CC1C=1C(=C(C=CC1)NC(C1=NC=C(C=C1)CNCCO)=O)C)C1=CC(=C(C=C1)CNCC1NC(CC1)=O)Cl